ClCC(C(=O)[O-])(C)Cl.[Na+] sodium dichloroisobutyrate